N-(pyrazin-2-yl-methyl)-acetamide N1=C(C=NC=C1)CNC(C)=O